2-[2-hydroxy-4-(3-hydroxypropoxy)phenyl]-4,6-bis(2-hydroxy-4-methylphenyl)-s-triazine OC1=C(C=CC(=C1)OCCCO)C1=NC(=NC(=N1)C1=C(C=C(C=C1)C)O)C1=C(C=C(C=C1)C)O